(1S,2'S,6'S)-2'-methyl-6'-(1-methyl-1H-1,2,3-triazol-4-yl)-7-vinylspiro[isochroman-1,4'-piperidine] C[C@@H]1N[C@@H](C[C@]2(C1)OCCC1=CC=C(C=C12)C=C)C=1N=NN(C1)C